FC1=C(C=C2C=CC(NC2=C1)=O)[N+](=O)[O-] 7-fluoro-6-nitroquinolin-2(1H)-one